COC1=CC=C(C=C1)C(C)(C)C=1N=C(SC1)NC(C1=CC=C(C=C1)CN1C(CNCC1)C)=O N-(4-(2-(4-methoxyphenyl)propan-2-yl)thiazol-2-yl)-4-((2-methylpiperazin-1-yl)methyl)benzamide